8-[1-(2,2-difluoroethyl)-3-methyl-1H-pyrazolo[3,4-b]pyrazin-6-yl]-2-[4-(trifluoromethyl)pyridin-2-yl]-2,8-diazaspiro[4.5]decan-1-one FC(CN1N=C(C=2C1=NC(=CN2)N2CCC1(CCN(C1=O)C1=NC=CC(=C1)C(F)(F)F)CC2)C)F